2,4-Dimethoxybenzyl (1S,2R)-2-((S)-5-bromo-8-hydroxy-1-((2-oxopyrrolidin-1-yl)methyl)-1,2,3,4-tetrahydroisoquinoline-2-carbonyl)cyclohexane-1-carboxylate BrC1=C2CCN([C@@H](C2=C(C=C1)O)CN1C(CCC1)=O)C(=O)[C@H]1[C@H](CCCC1)C(=O)OCC1=C(C=C(C=C1)OC)OC